C1(=CC=CC=C1)C1(CCN(CC1)C1=C(C=C(C=C1)C(=O)N1CCNCC1)NC(=O)NC1=CC=CC=C1)C1=CC=CC=C1 N-[2-(4,4-diphenyl-1-piperidinyl)-5-(1-piperazinylcarbonyl)phenyl]-N'-phenyl-urea